FC1=C(C=C2CCC([C@H](C2=C1)NC(O[C@@H]1CN2CCC1CC2)=O)(C)C)C2=CC=C(C=C2)OC (S)-quinuclidin-3-yl ((R)-7-fluoro-6-(4-methoxyphenyl)-2,2-dimethyl-1,2,3,4-tetrahydronaphthalen-1-yl)carbamate